NC1=NC=2C(=CC=CC2C=2N1N=C(N2)[C@@H]2N(CCC2)C(=O)[O-])OC (R)-2-(5-amino-7-methoxy-[1,2,4]triazolo[1,5-c]quinazolin-2-yl)pyrrolidine-1-carboxylate